BrC1=CC(=C(C(=C1)[N+](=O)[O-])N[C@H]1[C@H](CCCC1)NC(=O)C1=CC(NC2=CC(=CC=C12)F)=O)C(=O)N1CCN(CC1)C N-((1S,2R)-2-((4-bromo-2-(4-methylpiperazine-1-carbonyl)-6-nitrophenyl)amino)cyclohexyl)-7-fluoro-2-oxo-1,2-dihydroquinoline-4-carboxamide